7-Bromo-3-iodo-5-methylquinoline BrC1=CC(=C2C=C(C=NC2=C1)I)C